5-(5-(2-methyl-2H-pyrazolo[3,4-b]pyridin-5-yl)[1,3]thiazolo[5,4-b]pyridin-2-yl)spiro[2.3]hexan-5-ol CN1N=C2N=CC(=CC2=C1)C1=CC=C2C(=N1)SC(=N2)C2(CC1(CC1)C2)O